C(C)(C)(C)OC(=O)N1C[C@@H](CCC1)OCC1=CC=C(C=C1)Br (3R)-3-(4-bromobenzyloxy)piperidine-1-carboxylic acid tert-butyl ester